N-((3S,5S)-1-((3S,4R)-1-(tert-butyl)-4-(4-chlorophenyl)pyrrolidine-3-carbonyl)-5-(morpholin-4-carbonyl)pyrrolidin-3-yl)-N-((1s,4R)-4-methylcyclohexyl)isobutyramide hydrochloride Cl.C(C)(C)(C)N1C[C@H]([C@@H](C1)C1=CC=C(C=C1)Cl)C(=O)N1C[C@H](C[C@H]1C(=O)N1CCOCC1)N(C(C(C)C)=O)C1CCC(CC1)C